1-(1-((1s,4s)-4-isopropylcyclohexyl)piperidin-4-yl)-3-((tetra-hydrofuran-3-yl)methyl)indolin-2-one C(C)(C)C1CCC(CC1)N1CCC(CC1)N1C(C(C2=CC=CC=C12)CC1COCC1)=O